C(C1=CC=CC=C1)N1CCN(C2=CC=C(C=C12)OC)C(=O)NC1=C(C=CC=C1C)C 4-benzyl-N-(2,6-dimethylphenyl)-6-methoxy-3,4-dihydroquinoxaline-1(2H)-carboxamide